FC=1C=CC(=NC1)C1=NN(C=C1C1=C2C(=NC=C1C)NC=C2)C 4-[3-(5-fluoro-2-pyridinyl)-1-methyl-pyrazol-4-yl]-5-methyl-1H-pyrrolo[2,3-b]Pyridine